methacrylsulfonic acid sodium salt [Na+].C(=O)(C(=C)C)S(=O)(=O)[O-]